(2RS)-6-fluoro-7-hydroxy-N-(2-oxo-2-pyrrolidin-1-yl-ethyl)-N-[(2R)-2-cyclobutyl-2-phenyl-ethyl]chromane-2-carboxamide FC=1C=C2CC[C@@H](OC2=CC1O)C(=O)N(C[C@@H](C1=CC=CC=C1)C1CCC1)CC(N1CCCC1)=O |&1:6|